CN1N=NC(=C1NC(O[C@H](C)C=1C(=NC=C(C1)F)F)=O)C1=NC(=C(C=C1)NC(=O)C=1C=NC(=NC1)C(F)(F)F)C (R)-1-(2,5-difluoropyridin-3-yl)ethyl (1-methyl-4-(6-methyl-5-(2-(trifluoromethyl)pyrimidine-5-carboxamido)pyridin-2-yl)-1H-1,2,3-triazol-5-yl)carbamate